(3-((tetrahydrofuran-2-yl)methyl)-1,2,4-oxadiazol-5-yl)methylamine O1C(CCC1)CC1=NOC(=N1)CN